FC1(C(CN(C1)CC(F)(F)F)NC(=O)C1=C(OC2=C1C=C(C=C2)OCC2=C(N=CS2)C)C)F N-(4,4-Difluoro-1-(2,2,2-Trifluoroethyl)Pyrrolidin-3-Yl)-2-Methyl-5-((4-Methylthiazol-5-Yl)MeThoxy)Benzofuran-3-Carboxamide